sodium (2S,5R)-2-(N-((3-methoxy-3-oxopropyl) sulfonyl) carbamimidoyl)-7-oxo-1,6-diazabicyclo[3.2.1]octan-6-yl sulfate S(=O)(=O)(ON1[C@@H]2CC[C@H](N(C1=O)C2)C(NS(=O)(=O)CCC(=O)OC)=N)[O-].[Na+]